1,3-bis(tert-butylperoxy)isopropylbenzene C(C)(C)(C)OOC(C)(C)C1=CC(=CC=C1)OOC(C)(C)C